3-(5-(4-Cyclopropyl-2-(4-fluoro-2-methylphenoxy)-5-(trifluoromethyl)benzamido)-2-fluorophenyl)-3-hydroxypropionic acid methyl ester COC(CC(O)C1=C(C=CC(=C1)NC(C1=C(C=C(C(=C1)C(F)(F)F)C1CC1)OC1=C(C=C(C=C1)F)C)=O)F)=O